1-(5-fluoropyridin-2-yl)-2,5-dioxo-1,2,5,6,7,8-hexahydroquinoline-3-carboxylic acid FC=1C=CC(=NC1)N1C(C(=CC=2C(CCCC12)=O)C(=O)O)=O